5-(3-trifluoromethylphenyl)furan-3-carboxylic acid FC(C=1C=C(C=CC1)C1=CC(=CO1)C(=O)O)(F)F